ClCC1=CC=C(C=C1)N=C=NC1=CC=C(C=C1)CCl Bis-(4-chloromethyl-phenyl)-carbodiimide